N-((1-(4-(((2S,4R)-2-methyl-1-propionyl-1,2,3,4-tetrahydroquinolin-4-yl)amino)phenyl)-1H-1,2,3-triazol-4-yl)methyl)benzamide C[C@@H]1N(C2=CC=CC=C2[C@@H](C1)NC1=CC=C(C=C1)N1N=NC(=C1)CNC(C1=CC=CC=C1)=O)C(CC)=O